NC1=NC2=C(C=CC=C2C(=N1)C(=O)NCC=1C=CC=C2C=CC=NC12)C=1C=NC=NC1 2-amino-8-pyrimidin-5-yl-N-(8-quinolylmethyl)quinazoline-4-carboxamide